fluoro-7-methyl-8,14-dioxa-10,19,20-triazatetracyclo[13.5.2.12,6.018,21]tricosa-1(20),2,4,6(23),16,17,21-heptaen-9-one FC1=C2C3=NNC4=C=CC(OCCCNC(OC(C(C=C1)=C2)C)=O)C=C34